FC=1C=C(OC2=NC=C(C=N2)C2=CN=CC(=N2)NC2CN(C2)C(C=C)=O)C=CC1 1-[3-[[6-[2-(3-fluorophenoxy)pyrimidin-5-yl]pyrazin-2-yl]amino]azetidin-1-yl]prop-2-en-1-one